1,5-dichloro-3,3-bis(2-chloroethyl)pentane ClCCC(CCCl)(CCCl)CCCl